ClCC1=NC2=C(N1CC=1N=COC1)C=C(C=C2F)C(=O)OC Methyl 2-(chloromethyl)-4-fluoro-1-(oxazol-4-ylmethyl)-1H-benzo[d]imidazole-6-carboxylate